NC1=NC(=NC(=C1NC(OC)=O)N)C1=NN(C2=NC=C(C=C21)F)CC2=C(C=CC=C2)F methyl {4,6-diamino-2-(5-fluoro-1-(2-fluorobenzyl)-1H-pyrazolo[3,4-b]pyridine-3-yl)pyrimidin-5-yl}carbamate